(S)-N-(7-cyano-chroman-4-yl)-2-(piperazin-1-yl)-benzo[d]thiazole-6-carboxamide C(#N)C1=CC=C2[C@H](CCOC2=C1)NC(=O)C1=CC2=C(N=C(S2)N2CCNCC2)C=C1